Cl.Cl.C(C1=C(C(=O)OCC2=CC=C(C=C2)[C@H](C(=O)NC=2C=C3C=CN=CC3=CC2)C([2H])([2H])N)C=CC(=C1)C([2H])([2H])[2H])([2H])([2H])[2H] (S)-4-(3-amino-1-(isoquinolin-6-ylamino)-1-oxopropan-2-yl-3,3-d2)benzyl 2,4-bis(methyl-d3)benzoate dihydrochloride